N-[5-tert-butyl-4-(2-methylphenoxy)-6-(o-tolyl)pyrimidin-2-yl]-1-methyl-pyrazole-4-sulfonamide C(C)(C)(C)C=1C(=NC(=NC1C1=C(C=CC=C1)C)NS(=O)(=O)C=1C=NN(C1)C)OC1=C(C=CC=C1)C